2-(2-pentyl-1,3-dioxolan-2-yl)acetic acid C(CCCC)C1(OCCO1)CC(=O)O